SC=1SCCN1 2-sulfydryl-thiazoline